5-(2-methoxycarbonylethenyl)uridine COC(=O)C=CC=1C(NC(N([C@H]2[C@H](O)[C@H](O)[C@@H](CO)O2)C1)=O)=O